ClC12C(CC(C(=C1Cl)Cl)(C2(Cl)Cl)Cl)CO 1,4,5,6,7,7-hexachlorobicyclo[2.2.1]-hept-5-ene-2-methanol